Allyl 3-O-benzyl-6-O-tert-butyldiphenylsilyl-2-deoxy-4-O-(2-naphthylmethyl)-2-trichloroacetamido-α-L-altropyranoside C(C1=CC=CC=C1)O[C@@H]1[C@H]([C@H](OCC=C)O[C@H]([C@@H]1OCC1=CC2=CC=CC=C2C=C1)CO[Si](C1=CC=CC=C1)(C1=CC=CC=C1)C(C)(C)C)NC(C(Cl)(Cl)Cl)=O